(S)-tert-butyl 3-((R)-2-(2-(cyclobutylamino)-6-(4-isopropylpiperazin-1-yl)isonicotinamido)-1-hydroxyethyl)-7-(methoxymethoxy)-3,4-dihydroisoquinoline-2(1H)-carboxylate C1(CCC1)NC=1C=C(C(=O)NC[C@@H](O)[C@H]2N(CC3=CC(=CC=C3C2)OCOC)C(=O)OC(C)(C)C)C=C(N1)N1CCN(CC1)C(C)C